O=C1NC(CC[C@@H]1N1C(C2=CC=C(C=C2C1)NC(=O)C=1C=C2C(=NC1)NC=C2C)=O)=O (S)-N-(2-(2,6-dioxopiperidin-3-yl)-1-oxoisoindolin-5-yl)-3-methyl-1H-pyrrolo[2,3-b]pyridine-5-carboxamide